2-((E)-3-Ethoxycarbonyl-acryloylamino)-5-phenyl-thiazole-4-carboxylic acid methyl ester COC(=O)C=1N=C(SC1C1=CC=CC=C1)NC(\C=C\C(=O)OCC)=O